FC1=C(C=C(C=C1)NC(=O)C1=C(N(C(=C1C)C(C(=O)N[C@@H](C)C1=NC(=NO1)C)=O)C)C)C (S)-N-(4-fluoro-3-methylphenyl)-1,2,4-trimethyl-5-(2-((1-(3-methyl-1,2,4-oxadiazol-5-yl)ethyl)amino)-2-oxoacetyl)-1H-pyrrole-3-carboxamide